2-(7-((2S,5R)-4-(1-(2,3-dihydro-1H-inden-5-yl)ethyl)-2,5-diethylpiperazin-1-yl)-4-methyl-5-oxo-4,5-dihydro-2H-pyrazolo[4,3-b]pyridin-2-yl)acetonitrile C1CCC2=CC(=CC=C12)C(C)N1C[C@@H](N(C[C@H]1CC)C=1C=2C(N(C(C1)=O)C)=CN(N2)CC#N)CC